2,6-dichloro-4-trifluoromethylbenzenediazonium chloride [Cl-].ClC1=C(C(=CC(=C1)C(F)(F)F)Cl)[N+]#N